N-(4-fluoro-3-methylphenyl)-5-(2-((1-(hydroxymethyl)cyclopropyl)amino)-2-oxoacetyl)-1,2,4-trimethyl-1H-pyrrole-3-carboxamide FC1=C(C=C(C=C1)NC(=O)C1=C(N(C(=C1C)C(C(=O)NC1(CC1)CO)=O)C)C)C